N-[4-(3-methoxy-2,6-dimethylphenyl)-2-methyl-3-oxo-1H-pyrrolo[3,4-f]isoquinolin-8-yl]acetamide COC=1C(=C(C(=CC1)C)C1=C2C(=C3C=C(N=CC3=C1)NC(C)=O)CN(C2=O)C)C